cadmium antimony sulfide [Sb]=S.[Cd]